3-bromo-7-(1-methyl-1H-pyrazol-4-yl)imidazo[1,2-a]pyridine BrC1=CN=C2N1C=CC(=C2)C=2C=NN(C2)C